FC1=C(C=CC(=C1)F)C=1N=C2N(C(C1)=O)C=C(C=C2[C@@H](C)NS(=O)(=O)C(C)(C)C)C (R)-N-((R)-1-(2-(2,4-difluorophenyl)-7-methyl-4-oxo-4H-pyrido[1,2-a]pyrimidin-9-yl)ethyl)-2-methylpropane-2-sulfonamide